NC(CC[C@@H](C(=O)N[C@H](C(=O)N)CC1=CNC2=CC=CC=C12)NC(CCCCCNC(CN1CCN(CCN(CC1)CC(=O)O)CC(=O)O)=O)=O)=O 2,2'-(7-(2-((6-(((S)-5-amino-1-(((S)-1-amino-3-(1H-indol-3-yl)-1-oxopropan-2-yl)amino)-1,5-dioxopentan-2-yl)amino)-6-oxohexyl)amino)-2-oxoethyl)-1,4,7-triazonane-1,4-diyl)diacetic acid